COC=1SC(=C(N1)[C@@H]1[C@@H](N(CCC1)C(=O)OC)CO[C@@H]1CC[C@@H](CC1)C1=CC=CC=C1)C Methyl (CIS)-3-(2-methoxy-5-methylthiazol-4-yl)-2-((((CIS)-4-phenylcyclohexyl)oxy)methyl)piperidine-1-carboxylate